3-ethoxybenzene C(C)OC=1C=CC=CC1